3,6-dimethyldec-5-en-1-ol CC(CCO)CC=C(CCCC)C